C1(CC1)C=1C(=CC(=C(C(=O)NS(=O)(=O)C)C1)F)COCC1CC2(C1)CCN(CC2)C(CC)C2=CC(=CC(=C2)F)F 5-cyclopropyl-4-(((7-(1-(3,5-difluorophenyl)propyl)-7-aza-spiro[3.5]non-2-yl)methoxy)methyl)-2-fluoro-N-(methylsulfonyl)benzamide